OC1=C(C=C(C=C1)NC(=O)C1=CC=C(C=C1)C1=CC=C(C=C1)C(F)(F)F)NS(=O)(=O)CCCC(=O)O 4-(N-(2-hydroxy-5-(4'-(trifluoromethyl)-[1,1'-biphenyl]-4-carboxamido)phenyl)sulfamoyl)butyric acid